(S)-4-(3-chloro-4-methoxybenzylamino)-5-ethoxycarbonyl-2-(2-hydroxymethyl-1-pyrrolidinyl)pyrimidine ClC=1C=C(CNC2=NC(=NC=C2C(=O)OCC)N2[C@@H](CCC2)CO)C=CC1OC